COC=1C=C(C(=O)NC2CC(OCC2)C)C=CC1NCC#C 3-methoxy-N-(2-methyltetrahydro-2H-pyran-4-yl)-4-(prop-2-yn-1-ylamino)benzamide